C(C)(C)(C)[Si](OCC(O)C1=NC=C(C=C1)F)(C)C 2-[(tert-butyl-dimethyl-silyl)oxy]-1-(5-fluoropyridin-2-yl)ethanol